ClC=1C(NN=CC1N1CC=2N(CC1)C(=NN2)C(C2=C(C=C(C=C2)F)C(F)(F)F)OCC2CCC2)=O 4-Chloro-5-(3-((cyclobutylmethoxy)(4-fluoro-2-(trifluoromethyl)phenyl)methyl)-5,6-dihydro-[1,2,4]triazolo[4,3-a]pyrazin-7(8H)-yl)pyridazin-3(2H)-one